C(C)(C)(C)OC(N(CC1=CC=C(C=C1)\C=C\C(=O)NN)CCC1=CNC2=CC=CC=C12)=O.CN1C=C(C=C(C1=O)C)C=1C=C(C=CC1OC1COCC1)NS(=O)(=O)C N-[3-(1,5-dimethyl-6-oxopyridin-3-yl)-4-(oxolan-3-yloxy)phenyl]methanesulfonamide tert-butyl-(E)-(2-(1H-indol-3-yl)ethyl)(4-(3-hydrazineyl-3-oxoprop-1-en-1-yl)benzyl)carbamate